C1CCCCCCCOS1(=O)=O 8-octansultone